1-(2,3-dichlorophenyl)-3-(8-hydroxy-1,1'-dioxo-4-oxothiochromen-7-yl)urea ClC1=C(C=CC=C1Cl)NC(=O)NC1=CC=C2C(C=CS(C2=C1O)(=O)=O)=O